FC(OC1CN(C1)C1CCC(CC1)NC(=O)C1=CC2=C(N(N=C2C)CC(C)(C)C)S1)F N-((1r,4r)-4-(3-(difluoromethoxy)azetidin-1-yl)cyclohexyl)-3-methyl-1-neopentyl-1H-thieno[2,3-c]pyrazole-5-carboxamide